lithium bis(phosphonium) borate B([O-])([O-])[O-].[PH4+].[PH4+].[Li+]